2-bromo-1-(3-(tert-butyl)phenyl)ethan-1-one BrCC(=O)C1=CC(=CC=C1)C(C)(C)C